C(C)(C)N1C(NN=C1)=O 4-isopropyl-2,4-dihydro-3H-1,2,4-triazol-3-one